4-bromo-3,5-difluoro-N-(8-fluoro-6-oxo-1,4,5,6-tetrahydro-2H-pyrano[3,4-c]isoquinolin-1-yl)-N-methylbenzamide BrC1=C(C=C(C(=O)N(C)C2COCC=3NC(C=4C=C(C=CC4C32)F)=O)C=C1F)F